[Si](C)(C)(C(C)(C)C)OCC1=NNC(=C1)Cl 3-(((tert-butyldimethylsilyl)oxy)methyl)-5-chloro-1H-pyrazole